methyl 3-(9-((5-(aminomethyl)pyridin-2-yl)carbamoyl)-4,5-dihydrobenzo[b]thieno[2,3-d]oxepin-8-yl)-6-(propylcarbamoyl)picolinate NCC=1C=CC(=NC1)NC(=O)C1=CC2=C(OCCC3=C2SC=C3)C=C1C=1C(=NC(=CC1)C(NCCC)=O)C(=O)OC